N-[(1R,2R)-2-(4-benzoylbenzamido)cyclohexyl]pyridine-4-carboxamide C(C1=CC=CC=C1)(=O)C1=CC=C(C(=O)N[C@H]2[C@@H](CCCC2)NC(=O)C2=CC=NC=C2)C=C1